4-((2-(azetidin-1-ylmethyl)-3,6-difluorobenzyl)(methyl)amino)-2,6-difluoro-N-(thiazol-4-yl)benzenesulfonamide 2,2,2-trifluoroacetate FC(C(=O)O)(F)F.N1(CCC1)CC1=C(CN(C2=CC(=C(C(=C2)F)S(=O)(=O)NC=2N=CSC2)F)C)C(=CC=C1F)F